(R)-1-(5-(6-(tert-Butylsulfonyl)-7-methoxyimidazo[1,2-a]pyridin-3-yl)-3-fluoro-2-methoxyphenyl)-3-hydroxypyrrolidin-2-one C(C)(C)(C)S(=O)(=O)C=1C(=CC=2N(C1)C(=CN2)C=2C=C(C(=C(C2)N2C([C@@H](CC2)O)=O)OC)F)OC